3,5-difluoro-2-iodobenzoyl-hydrazine FC=1C(=C(C(=O)NN)C=C(C1)F)I